cyanobicyclo[1.1.1]pentan C(#N)C12CC(C1)C2